Cl.FC1(CCN(CC1)C=1N=C2C(=NC1)NC=C2C2CCNCC2)F 2-(4,4-difluoro-1-piperidyl)-7-(4-piperidyl)-5H-pyrrolo[2,3-b]pyrazine, hydrochloride